3-(5-fluoro-2-methylpyridin-3-yl)-7,8-dihydro-1,6-naphthyridin FC=1C=C(C(=NC1)C)C=1C=NC=2CCN=CC2C1